N-octadecyl-α-pentadecyl-nitrone C(CCCCCCCCCCCCCCCCC)[N+](=CCCCCCCCCCCCCCCC)[O-]